CCOCCO The molecule is a hydroxyether that is the ethyl ether derivative of ethylene glycol. It has a role as a protic solvent and a teratogenic agent. It is a hydroxyether and a primary alcohol. It derives from an ethylene glycol.